(cyclopropylsulfonyl)-5-((2-methoxybenzyl)oxy)-2-methylbenzofuran-3-carboxamide C1(CC1)S(=O)(=O)C1=C(C=CC2=C1C(=C(O2)C)C(=O)N)OCC2=C(C=CC=C2)OC